CCCCCC(C(C/C=C\\CCCCCCCC(=O)O)O)O The molecule is a DiHOME obtained by formal dihydroxylation of the 12,13-double bond of octadeca-9,12-dienoic acid (the 9Z-geoisomer). It is a conjugate acid of a 12,13-DiHOME(1-).